(2R,3R,4S,5R)-2-(acetoxymethyl)-4-azido-6-bromotetrahydro-2H-pyran-3,5-diyl diacetate C(C)(=O)O[C@H]1[C@H](OC([C@@H]([C@H]1N=[N+]=[N-])OC(C)=O)Br)COC(C)=O